OCC1=CC(=C(C=C1OC)CC(CC)NC(OC(C)(C)C)=O)OC tert-butyl (1-(4-(hydroxymethyl)-2,5-dimethoxyphenyl)butan-2-yl)carbamate